tert-butyl (3S,5R)-3-[[4-(7-methylsulfonyl-1H-indol-3-yl)-5-(trifluoromethyl)pyrimidin-2-yl]amino]-5-(4-piperidylmethoxy)piperidine-1-carboxylate CS(=O)(=O)C=1C=CC=C2C(=CNC12)C1=NC(=NC=C1C(F)(F)F)N[C@@H]1CN(C[C@@H](C1)OCC1CCNCC1)C(=O)OC(C)(C)C